ClC1=C(C(=CC=C1)C(F)(F)F)COC1=CC=C(C=C1)N1C(NC(C1=O)C(C)C)=O 3-(4-{[2-chloro-6-(trifluoromethyl)phenyl]methoxy}phenyl)-5-isopropylimidazolidine-2,4-dione